C(CCCCC)C#CC#CCCCCCC 1,4-bis(hexyl)but-1,3-diyne